N-methyl-1-[1-(4-pyridyl)-4-piperidyl]methanamine CNCC1CCN(CC1)C1=CC=NC=C1